1,4-bis(3-aminopropyl)-piperazine NCCCN1CCN(CC1)CCCN